8-acetyl-2-methyl-6-(1-methylcyclopropyl)pyrido[4,3-d]pyrimidin-4,7(3H,6H)-dione C(C)(=O)C=1C(N(C=C2C1N=C(NC2=O)C)C2(CC2)C)=O